methyl 1-((tert-butyldimethylsilyl)oxy)-7-(((tert-butyldimethylsilyl)oxy)methyl)-1,4a,5,6,7,7a-hexahydrocyclopenta[c]pyran-4-carboxylate [Si](C)(C)(C(C)(C)C)OC1OC=C(C2C1C(CC2)CO[Si](C)(C)C(C)(C)C)C(=O)OC